C(C)(=O)OCC1N(C(=NC2=C(C=CC=C12)F)N1CCN(CC1)C1=CC(=CC=C1)OC)C1=C(C=CC(=C1)C(F)(F)F)OC {8-Fluoro-2-[4-(3-methoxyphenyl)piperazin-1-yl]-3-[2-methoxy-5-(trifluoromethyl)phenyl]-3,4-Dihydroquinazolin-4-yl}methyl acetate